ClC=1C(=C(C(=CC1)C(F)F)C1=CN=CC(=N1)C(=O)NC=1C=NN(C1)[C@H](C)C=1C=NC(=C(C1C)F)N1C([C@@H]2C[C@@H]2C1)=O)F 6-(3-Chloro-6-(difluoromethyl)-2-fluorophenyl)-N-(1-((R)-1-(5-fluoro-4-methyl-6-((1R,5S)-2-oxo-3-azabicyclo[3.1.0]hexan-3-yl)pyridin-3-yl)ethyl)-1H-pyrazol-4-yl)pyrazine-2-carboxamide